(((((1R,2R,3S,4S)-4-(2-chloro-4-(((S)-2,3-dihydro-1H-inden-1-yl)amino)pyrrolo[2,1-f][1,2,4]triazin-7-yl)-2,3-dihydroxycyclopentyl)methoxy)(hydroxy)phosphoryl)methyl)phosphonic acid ClC1=NN2C(C(=N1)N[C@H]1CCC3=CC=CC=C13)=CC=C2[C@H]2[C@@H]([C@@H]([C@H](C2)COP(=O)(O)CP(O)(O)=O)O)O